4-Ethoxyamphetamine C(C)OC1=CC=C(CC(N)C)C=C1